(S)-oct-1-yn-5-ol C#CCC[C@H](CCC)O